3-(4,4,5,5-Tetramethyl-1,3,2-dioxaborolan-2-yl)but-3-en-2-ol CC1(OB(OC1(C)C)C(C(C)O)=C)C